6-chloro-1-methyl-3-(1H-pyrazol-4-yl)-2-(5-(trifluoro-methyl)-1H-1,2,4-triazol-3-yl)-1H-pyrrolo[3,2-b]pyridin-5-ol ClC=1C=C2C(=NC1O)C(=C(N2C)C2=NNC(=N2)C(F)(F)F)C=2C=NNC2